O=C(C(=O)NCC#C)C1=CC=C(C=C1)C1=NOC(=N1)C(F)(F)F 2-oxo-N-prop-2-ynyl-2-[4-[5-(trifluoromethyl)-1,2,4-oxadiazol-3-yl]phenyl]acetamide